I(=O)([O-])([O-])([O-])([O-])[O-] orthoperiodate